BrC=1C=C2CN(C(C2=C(C1)OC)=O)[C@@H](C)C1CC1 (S)-5-bromo-2-(1-cyclopropylethyl)-7-methoxyisoindol-1-one